P(=O)(O)(O)O.C(C)N(CC)CC Triethylamine phosphate salt